ClC=1C=C(C=CC1Cl)C=1N(C(=CC(C1C(=O)OCC)=O)CN1N=C(C=C1)C=O)CC ethyl 2-(3,4-dichlorophenyl)-1-ethyl-6-[(3-formylpyrazol-1-yl)methyl]-4-oxo-pyridine-3-carboxylate